((1R)-3-methyl-1-(3-(6-phenylpyridin-2-yl)-4,5-dihydroisoxazole-5-carboxamido)butyl)boronic acid CC(C[C@H](NC(=O)C1CC(=NO1)C1=NC(=CC=C1)C1=CC=CC=C1)B(O)O)C